6-chloro-3-(((1R)-1-(2-cyano-3-(3,3-difluoro-4-methylpiperidin-1-yl)-7-methylquinoxalin-5-yl)ethyl)amino)picolinic acid ClC1=CC=C(C(=N1)C(=O)O)N[C@H](C)C1=C2N=C(C(=NC2=CC(=C1)C)C#N)N1CC(C(CC1)C)(F)F